2-oxo-3-phenylpropyl 3-((1-tosyl-1H-indol-5-yl)oxy)benzoate S(=O)(=O)(C1=CC=C(C)C=C1)N1C=CC2=CC(=CC=C12)OC=1C=C(C(=O)OCC(CC2=CC=CC=C2)=O)C=CC1